(1,6-DIHYDRO-6-OXO-3-PYRIDINYL)-BORONIC ACID O=C1C=CC(=CN1)B(O)O